3-(4-(2,5-diazabicyclo[2.2.2]octan-2-yl)-1-oxoisoindolin-2-yl)piperidine-2,6-dione C12N(CC(NC1)CC2)C2=C1CN(C(C1=CC=C2)=O)C2C(NC(CC2)=O)=O